N-(3-fluoro-4-((2-methyl-2H-indazol-6-yl)oxy)phenyl)-6-(piperidin-4-yloxy)pyrido[3,2-d]pyrimidin-4-amine HCl salt Cl.FC=1C=C(C=CC1OC=1C=CC2=CN(N=C2C1)C)NC=1C2=C(N=CN1)C=CC(=N2)OC2CCNCC2